C(#N)C1=C(C=CC=C1)SC=1C=2N(C=C(C1)C1=NN(N=C1)[C@@H]1CNCCC1)N=CC2C#N (S)-4-((2-cyanophenyl)thio)-6-(2-(piperidin-3-yl)-2H-1,2,3-triazol-4-yl)pyrazolo[1,5-a]pyridine-3-carbonitrile